(1-chloro-5-ethyl-6,7-dihydro-5H-cyclopenta[c]pyridin-5-yl)acetamide ClC1=NC=CC2=C1CCC2(CC)CC(=O)N